11-nitro-4,7,10,13,16,19-docosahexaenoic acid [N+](=O)([O-])C(=CCC=CCC=CCCC(=O)O)CC=CCC=CCC=CCC